BrC[C@@H]1CN(CCO1)C(=O)OC(C)(C)C (S)-tert-Butyl 2-(bromomethyl)morpholine-4-carboxylate